(1R*,2S*)-N-(4-Methoxyphenyl)-5-methyl-2-(1-methylethyl)cyclohexanecarboxamide COC1=CC=C(C=C1)NC(=O)[C@H]1[C@@H](CCC(C1)C)C(C)C |o1:11,12|